7-oxo-5-(4-(piperidin-1-yl)phenyl)-4,7-dihydropyrazolo[1,5-a]pyrimidine-3-carboxylic acid ethyl ester C(C)OC(=O)C=1C=NN2C1NC(=CC2=O)C2=CC=C(C=C2)N2CCCCC2